5-chloro-4-[1-[4-(methylsulfonylmethyl)benzoyl]-4-piperidinyl]-2-(4-pyridinyl)-1H-pyrimidin-6-one ClC1=C(N=C(NC1=O)C1=CC=NC=C1)C1CCN(CC1)C(C1=CC=C(C=C1)CS(=O)(=O)C)=O